(±)-trans-2-[3-[(6-{5-[({[(1-ethyl-cyclopropyl)methoxy]carbonyl}amino)methyl]-1-methyl-1H-1,2,3-triazol-4-yl}-2-methylpyridin-3-yl)oxy]cyclopentyl]acetic acid C(C)C1(CC1)COC(=O)NCC1=C(N=NN1C)C1=CC=C(C(=N1)C)O[C@@H]1C[C@H](CC1)CC(=O)O |r|